4-(3-bromo-2-fluoro-5-((tetrahydro-2H-pyran-4-yl)oxy)phenyl)-1,3,5-trimethyl-1H-pyrazole BrC=1C(=C(C=C(C1)OC1CCOCC1)C=1C(=NN(C1C)C)C)F